2,3-dioxaphosphorinane P1OOCCC1